3-[4-phenyl-1-(p-tolylmethyl)-3,6-dihydro-2H-pyridin-2-yl]Pyridine C1(=CC=CC=C1)C=1CC(N(CC1)CC1=CC=C(C=C1)C)C=1C=NC=CC1